NC1=C2NC(N(C2=NC(=N1)OCCCC)CC1=CC=C(CN2CCC(CC2)CCNC(C)=O)C=C1)=O N-(2-(1-(4-((6-amino-2-butoxy-8-oxo-7H-purin-9(8H)-yl)methyl)benzyl)piperidin-4-yl)ethyl)acetamide